2-(2-Fluoro-4-(6-(4-(trifluoromethyl)benzyloxy)pyridin-2-yl)benzyl)-1-((tetrahydrofuran-2-yl)methyl)-1H-benzo[d]imidazol FC1=C(CC2=NC3=C(N2CC2OCCC2)C=CC=C3)C=CC(=C1)C1=NC(=CC=C1)OCC1=CC=C(C=C1)C(F)(F)F